BrOC(=O)OBr bromohydroxyketone